5-(4-(hexyloxy)-1,2,5-thiadiazol-3-yl)-1-((4-methoxyphenyl)(palmitoyloxy)methyl)-1-methyl-1,2,3,6-tetrahydropyridin-1-ium iodide Chloro(4-methoxyphenyl)methyl-palmitate ClC(C(=O)[O-])(CCCCCCCCCCCCCC)CC1=CC=C(C=C1)OC.[I-].C(CCCCC)OC=1C(=NSN1)C1=CCC[N+](C1)(C)C(OC(CCCCCCCCCCCCCCC)=O)C1=CC=C(C=C1)OC.C(CCCCC)OC=1C(=NSN1)C1=CCC[N+](C1)(C(C1=CC=C(C=C1)OC)OC(CCCCCCCCCCCCCCC)=O)C